(8,8-difluoro-2,6-diazaspiro[3.4]octan-6-yl)(2,3-dihydro-1H-pyrrolo[1,2-a]indol-9-yl)methanone formate C(=O)O.FC1(CN(CC12CNC2)C(=O)C2=C1N(C=3C=CC=CC23)CCC1)F